(R)-alpha-ethylbenzylamine C(C)[C@H](C1=CC=CC=C1)N